ClC1=C(NC2=C(C(=O)O)C=C(C(=C2)C(=O)O)NC2=C(C=CC=C2)Cl)C=CC=C1 2,5-bis(o-chloroanilino)terephthalic acid